CC1=C(C=C(C=C1)N1C(C2=CC=C(C=C2C1)NC1=CC=NC=C1)=O)NC1=CC=NC=C1 2-(4-methyl-3-(pyridin-4-ylamino)phenyl)-5-(pyridin-4-ylamino)isoindolin-1-one